1,6-bis(1,2,4-triazol-1-yl)hexane Sulphur [S].N1(N=CN=C1)CCCCCCN1N=CN=C1